6-(METHOXYCARBONYL)PYRIDINE-2-BORONIC ACID COC(=O)C1=CC=CC(=N1)B(O)O